1-Bromo-2-(difluoromethoxy)-4-iodo-benzene BrC1=C(C=C(C=C1)I)OC(F)F